ClC1=CC(=C(C=C1)C1C(C(N(C1CC(C)(C)C)CC=1OC=CC1)C(=O)O)C1=CC(=CC=C1)Cl)F 4-(4-chloro-2-fluorophenyl)-3-(3-chlorophenyl)-1-(furan-2-ylmethyl)-5-neopentylpyrrolidine-2-carboxylic acid